6-methoxy-1,5-naphthyridine COC=1N=C2C=CC=NC2=CC1